C(C)(C)(C)NS(=O)(=O)C1=CC(=CC=C1)NC1=NC(=NC=C1C)NC=1N=NC(=CC1)N1CCN(CC1)CC=1C=C2CN(C(C2=CC1)=O)C1C(NC(CC1)=O)=O N-(tert-butyl)-3-((2-((6-(4-((2-(2,6-dioxopiperidin-3-yl)-1-oxoisoindoline-5-yl)methyl)piperazin-1-yl)pyridazin-3-yl)amino)-5-methylpyrimidin-4-yl)amino)benzenesulfonamide